2-imino-2,3-dihydrobenzo[d]thiazole-6-carboxylic acid ethyl ester C(C)OC(=O)C1=CC2=C(NC(S2)=N)C=C1